(1r,2'S,4S)-4-(3-chloroanilino)-2'-[(2R)-2-methyl-3-{[(5R)-5-methyl-5,6,7,8-tetrahydroquinazolin-4-yl]oxy}propyl]-2',3'-dihydrospiro[cyclohexane-1,1'-indene]-4-carboxylic acid ClC=1C=C(NC2(CCC3([C@H](CC4=CC=CC=C34)C[C@H](COC3=NC=NC=4CCC[C@H](C34)C)C)CC2)C(=O)O)C=CC1